ClCOCC[Si](C)(C)C 2-(chloromethoxy)ethyl-trimethylsilane